FC1=C(C(=C(C=C1OC)OC)F)N1C(N(C2=C(C1)C=NC1=C2C=C(N1)CN1CCOCC1)C1=CC=C(C=C1)F)=O 3-(2,6-difluoro-3,5-dimethoxyphenyl)-1-(4-fluorophenyl)-8-(morpholin-4-ylmethyl)-1,3,4,7-tetrahydro-2H-pyrrolo[3',2':5,6]pyrido[4,3-d]pyrimidin-2-one